C[C@@H]1N([C@H](CNC1)C)C(=O)OC(C)(C)C (2S,6S)-tert-butyl 2,6-dimethylpiperazine-1-carboxylate